7-[(3R)-3-amino-1-oxo-4-(2,4,5-trifluorophenyl)butyl]-5,6,7,8-tetrahydro-3-(trifluoromethyl)-1,2,4-triazolo[4,3-a]pyrazine N[C@@H](CC(=O)N1CC=2N(CC1)C(=NN2)C(F)(F)F)CC2=C(C=C(C(=C2)F)F)F